(5-(2-(3,5-bis(trifluoromethyl)phenyl)-N,2-dimethylpropionamido)-4-(o-tolyl)pyridin-2-yl)-1-methyl-1-((phosphonooxy)methyl)piperazin-1-ium FC(C=1C=C(C=C(C1)C(F)(F)F)C(C(=O)N(C)C=1C(=CC(=NC1)C1[N+](CCNC1)(COP(=O)(O)O)C)C1=C(C=CC=C1)C)(C)C)(F)F